C1CC12NCCN(C2)C2=CC=C(C=1N2C(N=C(N1)C=1C=C(C=2N(C1)C=C(N2)C)F)=O)C {4,7-diazaspiro[2.5]oct-7-yl}-2-{8-fluoro-2-methylimidazo[1,2-a]pyridin-6-yl}-9-methyl-4H-pyrido[1,2-a][1,3,5]triazin-4-one